ClC=1C(N(CCC1)C1=CC=C(C=C1)[N+](=O)[O-])=O 3-chloro-5,6-dihydro-1-(4-nitrophenyl)-2(1H)-pyridone